C(#N)C=1C=CC(=NC1)N1[C@@H]2CN([C@H](C1)C2)C(=O)OC(C)(C)C tert-butyl (1S,4S)-5-(5-cyano-2-pyridyl)-2,5-diazabicyclo[2.2.1]heptane-2-carboxylate